9,9-dimethyl-3-oxa-9-azonia-tricyclo[3.3.1.02,4]nonane C[N+]1(C2C3OC3C1CCC2)C